N1N=CC(=C1)C=1C=CC(=NC1)N1C(N(C2(C1)CCN(CC2)CC(C)O)CC2=CC(=CC=C2)OC)=O 3-(5-(1H-pyrazol-4-yl)pyridin-2-yl)-8-(2-hydroxypropyl)-1-(3-methoxybenzyl)-1,3,8-triazaspiro[4.5]decan-2-one